NC1=C(C=C(C=C1)N1NC=CN1)O 2-amino-5-(1H-1,2,3-triazol-2-yl)phenol